C(C)OC(C=NC1=C(C(=NN1)C1=CC=CC=C1)C1=CC=CC=C1)=O N-(3,4-diphenyl-1H-pyrazol-5-yl)iminoacetic acid ethyl ester